C12C(C(C(C3C4CCC(C13)C4)C2)O)O Decahydro-1,4:5,8-dimethanonaphthalenediol